4-(2-(4-(2-acetyl-5-chlorophenyl)-3-methoxy-6-oxopyridazin-1(6H)-yl)-3-(4-(cyclopentaneformamido)phenyl)propanamido)benzoic acid C(C)(=O)C1=C(C=C(C=C1)Cl)C=1C(=NN(C(C1)=O)C(C(=O)NC1=CC=C(C(=O)O)C=C1)CC1=CC=C(C=C1)NC(=O)C1CCCC1)OC